benzyl (E)-2-(4-(tert-butyloxy)-4-carbonylbut-2-en-1-yl)-2,6-diazaspiro[3.4]octane-6-carboxylate C(C)(C)(C)OC(/C=C/CN1CC2(C1)CN(CC2)C(=O)OCC2=CC=CC=C2)=C=O